FC(C1=NC=CC(=C1)OC)F 2-(difluoromethyl)-4-methoxypyridine